tert-Butyl (S)-3-(1-(2'-hydroxy-4'-(methoxycarbonyl)-[1,1'-biphenyl]-4-yl)-2-oxo-1,2-dihydro-3H-imidazo[4,5-b]pyridin-3-yl)pyrrolidine-1-carboxylate OC1=C(C=CC(=C1)C(=O)OC)C1=CC=C(C=C1)N1C(N(C2=NC=CC=C21)[C@@H]2CN(CC2)C(=O)OC(C)(C)C)=O